7-[[5-(4-hydroxy-1-piperidyl)-2-pyridyl]amino]-4-imidazo[1,2-a]pyrazin-3-yl-2,3-dihydropyrrolo[3,4-c]pyridin-1-one OC1CCN(CC1)C=1C=CC(=NC1)NC=1C2=C(C(=NC1)C1=CN=C3N1C=CN=C3)CNC2=O